S1C=NC=C1COC(N[C@@H](CC1=CC=CC=C1)CC[C@H](CC1=CC=CC=C1)NC([C@H](CCN1CCOCC1)NC(N(CC=1N=C(SC1)C(C)C)C)=O)=O)=O 1,3-thiazol-5-ylmethyl[(2R,5R)-5-{[(2S)-2-[(methyl{[2-(propan-2-yl)-1,3-thiazol-4-yl] methyl} carbamoyl)amino]-4-(morpholin-4-yl)butanoyl] amino}-1,6-diphenylhexan-2-yl]carbamate